3-(5-(4-bromo-2-fluorophenyl)-2-oxooxazol-3(2H)-yl)-1-((2-(trimethylsilyl)ethoxy)methyl)piperidine-2,6-dione BrC1=CC(=C(C=C1)C1=CN(C(O1)=O)C1C(N(C(CC1)=O)COCC[Si](C)(C)C)=O)F